[1,3]Benzodioxolo[5,6-c]-1,3-dioxolo[4,5-i]phenanthridin O1COC=2C1=C1C=NC=3C4=C(C=CC3C1=CC2)C=C2C(OCO2)=C4